C(C)(C)(C)OC(=O)N1[C@@H](C[C@H](C1)N(C)C(=O)OC(C)(C)C)C(=O)O (2S,4R)-1-tert-butoxycarbonyl-4-[tert-butoxycarbonyl(methyl)amino]pyrrolidine-2-carboxylic acid